2-((1-(cyclopentylmethyl)-1H-indol-4-yl)amino)-5-cyclopropyl-nicotinic acid C1(CCCC1)CN1C=CC2=C(C=CC=C12)NC1=C(C(=O)O)C=C(C=N1)C1CC1